(12AR)-9-bromo-8-chloro-10-fluoro-6-oxo-3,4,12,12a-tetrahydro-6H-pyrazino[2,1-c][1,4]benzoxazepine-2(1H)-carboxylic acid tert-butyl ester C(C)(C)(C)OC(=O)N1C[C@@H]2COC3=C(C(N2CC1)=O)C=C(C(=C3F)Br)Cl